5-chloro-3-acetylsalicylamide ClC1=CC(=C(C(C(=O)N)=C1)O)C(C)=O